5-(2-(5,6,7,8-tetrahydro-1,8-naphthyridin-2-yl)ethoxy)-1H-indazol N1=C(C=CC=2CCCNC12)CCOC=1C=C2C=NNC2=CC1